(S)-N-(1-aminopropan-2-yl)-4-(5-methyl-7H-pyrrolo[2,3-d]pyrimidin-4-yl)-3,4-dihydro-2H-1,4-thiazine-6-carboxamide hydrochloride Cl.NC[C@H](C)NC(=O)C1=CN(CCS1)C=1C2=C(N=CN1)NC=C2C